NC1=NN2C(N=C(C=C2)C=2C=C3CN(C(C3=C(C2)OC(F)(F)F)=O)[C@@H](C)C2CC2)=C1C(=O)NC1CC1 2-amino-N-cyclopropyl-5-{2-[(1S)-1-cyclopropylethyl]-1-oxo-7-(trifluoromethoxy)-2,3-dihydro-1H-isoindol-5-yl}pyrazolo[1,5-a]pyrimidine-3-carboxamide